4-((3-(3-chlorophenyl)-3,8-dimethyl-1,5-dioxo-1,2,3,5-tetrahydroimidazo[1,5-a]pyridin-6-yl)amino)-6-((2,4-dimethoxybenzyl)amino)nicotinic acid ClC=1C=C(C=CC1)C1(NC(C=2N1C(C(=CC2C)NC2=CC(=NC=C2C(=O)O)NCC2=C(C=C(C=C2)OC)OC)=O)=O)C